ethyl 2-(bromomethyl)-3,4-difluorobenzoate BrCC1=C(C(=O)OCC)C=CC(=C1F)F